Cl.O[C@H](CN1[C@@H]2CC(C[C@H]1CC2)NC(=O)C=2C(N(C1=CC=CC=C1C2)C(C)C)=O)CN(C)S(=O)(=O)C 1-Isopropyl-2-oxo-1,2-dihydroquinoline-3-carboxylic acid {(1S,3R,5R)-8-[(R)-2-hydroxy-3-(methanesulfonyl-methyl-amino)propyl]-8-aza-bicyclo[3.2.1]oct-3-yl}amide hydrochloride